(6-(4-(t-butoxycarbonyl)piperazin-1-yl)pyridin-3-yl)boric acid C(C)(C)(C)OC(=O)N1CCN(CC1)C1=CC=C(C=N1)OB(O)O